(2-chlorophenyl)-acetic acid methyl ester hydrochloride Cl.COC(CC1=C(C=CC=C1)Cl)=O